1-[6-(2,2-difluoro-7-oxo-5H-[1,3]dioxolo[4,5-f]isoindol-6-yl)-5-ethylsulfonyl-3-pyridyl]cyclopropanecarbonitrile FC1(OC=2C(=CC=3C(N(CC3C2)C2=C(C=C(C=N2)C2(CC2)C#N)S(=O)(=O)CC)=O)O1)F